FC(C1=NN=C(O1)C1=CC(=C(C=C1)CN(C(=O)N1CC2(C1)CN(C2)C2CSC2)C2=CC=CC=C2)F)F N-[[4-[5-(difluoromethyl)-1,3,4-oxadiazol-2-yl]-2-fluoro-phenyl]methyl]-N-phenyl-6-(thietan-3-yl)-2,6-diazaspiro[3.3]heptane-2-carboxamide